cyclopentyl-2,2,2-trifluoroacetamide C1(CCCC1)NC(C(F)(F)F)=O